CS(C(C)C=1C=NC(=CC1)C(F)(F)F)(=O)=NC#N [methyloxido[1-[6-(trifluoromethyl)-3-pyridinyl]ethyl]-sulfanylidene]cyanamide